3-(5-bromo-4-methylpyrimidin-2-yl)isoxazole-5-carboxylic acid BrC=1C(=NC(=NC1)C1=NOC(=C1)C(=O)O)C